2-isopropylphenyl-2-cyclohexylpropyl-1,3-dimethoxypropane C(C)(C)C1=C(C=CC=C1)C(CCOC)(OC)CC(C)C1CCCCC1